3-Ethyl-9-fluoro-8-(hydroxymethyl)-1-(4-methoxybenzyl)-1H-pyrimido[4,5,6-de]quinazolin-2(3H)-one C(C)N1C(N(C2=C(C(=CC=3C2=C1N=CN3)CO)F)CC3=CC=C(C=C3)OC)=O